1-(6-chloro-3-tetrahydrofuran-2-yl-2-pyridyl)-5-methyl-pyrazole-3-carbonitrile ClC1=CC=C(C(=N1)N1N=C(C=C1C)C#N)C1OCCC1